C(C)(C)OC1=C(C=C(C=C1)C)[N+](=O)[O-] 2-isopropoxy-5-methylnitrobenzene